CC1=NC=C(C=C1)C 2,5-di-methylpyridine